C(#N)CN1N=CC(=C1)S(=O)(=O)N1C[C@H]([C@H](CC1)NC1=NC=C(C(=N1)C1=CC(=CS1)C(=O)N)C(F)(F)F)C 5-(2-(((3R,4S)-1-((1-(cyanomethyl)-1H-pyrazol-4-yl)sulfonyl)-3-methylpiperidin-4-yl)amino)-5-(trifluoromethyl)pyrimidin-4-yl)thiophene-3-carboxamide